(R)-1-(2-chloropyridin-3-yl)ethyl (1-methyl-4-(5-(2-methylisonicotinamido)pyridin-2-yl)-1H-1,2,3-triazol-5-yl)carbamate CN1N=NC(=C1NC(O[C@H](C)C=1C(=NC=CC1)Cl)=O)C1=NC=C(C=C1)NC(C1=CC(=NC=C1)C)=O